Cl.FC(C1C(C1)N)(F)F 2-(trifluoromethyl)cyclopropylamine hydrochloride